rac-(1R,3R,4S)-N-(2,4-dimethoxybenzyl)-3-methyl-3-phenylbicyclo[2.2.1]heptan-2-amine COC1=C(CNC2[C@@H]3CC[C@H]([C@@]2(C2=CC=CC=C2)C)C3)C=CC(=C1)OC |r|